9-(4-(dimethylamino)butoxy)heptadecane 2-dodecylacetate C(CCCCCCCCCCC)CC(=O)O.CN(CCCCOC(CCCCCCCC)CCCCCCCC)C